1,4-bis(carboxymethyl)piperazine C(=O)(O)CN1CCN(CC1)CC(=O)O